BrC=1C=C(C(=NC1)C1=NNC(C=C1)=O)OC 3-(5-bromo-3-methoxy-2-pyridinyl)-1H-pyridazin-6-one